[Ru].CC1=C(C(=CC(=C1)C)C)C1(C(Cl)=C2C(CCCC2)P(C2CCCCC2)C2CCCCC2)C(C(=C(C=C1)Cl)C1=C(C=C(C=C1C)C)C)=C1NC(C(N1)CCCC)CCCC 1,3-bis(2,4,6-trimethylphenyl)-2-(4,5-dibutylimidazolidinylidene)(dichlorobenzylidene)(tricyclohexylphosphine) ruthenium